(3-(3-Cyclopropyl-1,2,4-thiadiazol-5-yl)-8-(2-(methylthio)ethyl)-5,6-dihydro-[1,2,4]triazolo[4,3-a]pyrazin-7(8H)-yl)(4-(methylthio)phenyl)methanone C1(CC1)C1=NSC(=N1)C1=NN=C2N1CCN(C2CCSC)C(=O)C2=CC=C(C=C2)SC